1-(6-aminohexyl)-3-cyanoguanidine NCCCCCCNC(=N)NC#N